4,5-dimethyl-N-(pyridin-4-yl)-6-(3-(trifluoromethyl)-7,8-dihydro-1,6-naphthyridin-6(5H)-yl)pyridazine-3-carboxamide CC1=C(N=NC(=C1C)N1CC=2C=C(C=NC2CC1)C(F)(F)F)C(=O)NC1=CC=NC=C1